tert-butyl (R)-4-(1-((6-ethoxy-2-methyl-2H-indazol-5-yl)carbamoyl)-2,3-dihydro-1H-pyrrolo[2,3-b]pyridin-4-yl)-2-methylpiperazine-1-carboxylate C(C)OC=1C(=CC2=CN(N=C2C1)C)NC(=O)N1CCC=2C1=NC=CC2N2C[C@H](N(CC2)C(=O)OC(C)(C)C)C